ClC1=NC(=CC=2N1C=CN2)Cl 5,7-Dichloro-imidazo[1,2-c]pyrimidine